CSC1=NN=C(S1)N 5-methylsulfanyl-1,3,4-thiadiazol-2-amine